(S)-2-amino-3-(4-hydroxy-3-methoxyphenyl)propionic acid N[C@H](C(=O)O)CC1=CC(=C(C=C1)O)OC